ClC=1C=NC=C(C1C(C)OC=1C=C2C(=NNC2=CC1)C(=O)NC=1C=NN(C1)CCCO)Cl 5-(1-(3,5-dichloropyridin-4-yl)ethoxy)-N-(1-(3-hydroxypropyl)-1H-pyrazol-4-yl)-1H-indazole-3-carboxamide